tert-butyl 4-(2-fluoro-4-iodo-5-methoxyphenyl)piperazine-1-carboxylate FC1=C(C=C(C(=C1)I)OC)N1CCN(CC1)C(=O)OC(C)(C)C